N-[2-(dimethylamino)ethyl]-N-methyldithiocarbamic acid CN(CCN(C(S)=S)C)C